2-methyl-9,10-bis(methoxycarbonyloxy)anthracene CC1=CC2=C(C3=CC=CC=C3C(=C2C=C1)OC(=O)OC)OC(=O)OC